6-chloro-1-(2,2-difluoroethyl)-5-methylpyrazolo[3,4-d]pyrimidin-4-one ClC=1N(C(C2=C(N1)N(N=C2)CC(F)F)=O)C